N-((3,5-dichloro-6-(thiazol-4-ylmethoxy)-1H-indol-2-yl)methyl)azetidine-1-carboxamide ClC1=C(NC2=CC(=C(C=C12)Cl)OCC=1N=CSC1)CNC(=O)N1CCC1